(R)-1-((S)-8-fluoro-5H-imidazo[5,1-a]isoindol-5-yl)-2-methylpropan-1-ol FC1=CC=C2[C@H](N3C(C2=C1)=CN=C3)[C@@H](C(C)C)O